OCCCN1CCC(CC1)CC1CCN(CC1)C(=O)OC(C)(C)C tert-butyl 4-[[1-(3-hydroxypropyl)-4-piperidyl]methyl]piperidine-1-carboxylate